C1(=CC=CC=C1)P(C1=CC=CC=C1)(C1=CC=CC=C1)=[Se].[Li] lithium triphenylphosphine selenide